N=1N=CN2N=C(C=CC21)N2CCN(CC2)C(CC2=CC=C(C=C2)C(F)(F)F)=O 1-(4-{[1,2,4]triazolo[4,3-b]pyridazin-6-yl}piperazin-1-yl)-2-[4-(trifluoromethyl)phenyl]ethan-1-one